6-chloro-1,4-dimethylquinolin-2(1H)-one ClC=1C=C2C(=CC(N(C2=CC1)C)=O)C